methyl 6-(trifluoromethyl)-1H-indazole-3-carboxylate FC(C1=CC=C2C(=NNC2=C1)C(=O)OC)(F)F